1-(5-cyclopropyl-6-oxo-1,6-dihydropyridazin-4-yl)azetidin C1(CC1)C1=C(C=NNC1=O)N1CCC1